4-amino-3-chloro-6-(4-chloro-2-fluoro-3-methoxyphenyl)pyridine NC1=C(C=NC(=C1)C1=C(C(=C(C=C1)Cl)OC)F)Cl